C(C)(C)(C)OC(=O)[C@@](C(=O)O)(CC(C)(C)F)NC (2S)-2-[(tert-butoxy)carbonyl](methyl)amino-4-fluoro-4-methylpentanoic acid